ClC=1C(=NC(=NC1)NC1=CC2=C(B(OC2)O)C=C1)NC(CC)CC 5-((5-chloro-4-(pentan-3-ylamino)pyrimidin-2-yl)amino)benzo[c][1,2]oxaborol-1(3H)-ol